(R)-6-(2-(2-chlorophenyl)-2-hydroxyacetyl)-2-(2-phenylpropane-2-yl)-5,6,7,8-tetrahydropyrido[4,3-d]pyrimidin-4(3H)-one ClC1=C(C=CC=C1)[C@H](C(=O)N1CC2=C(N=C(NC2=O)C(C)(C)C2=CC=CC=C2)CC1)O